C[C@H](C(=O)O)NC(=O)OCC1C2=CC=CC=C2C3=CC=CC=C13 N-alpha-Fmoc-D-alanine